1-methyl-3-propyl-imidazolinium C[NH+]1CN(CC1)CCC